CN1C(CCC1)C1=CN=CC=C1 1-methyl-2-(3-azaphenyl)azacyclopentane